ClC=1C(=C2CCCCN2C1C(C(=O)NC1(CC(C1)(F)F)CO)=O)C(=O)NC1=CC(=NC=C1)F 2-chloro-3-(2-((3,3-difluoro-1-(hydroxymethyl)cyclobutyl)amino)-2-oxoacetyl)-N-(2-fluoropyridin-4-yl)-5,6,7,8-tetrahydroindolizine-1-carboxamide